CNCCN(CCNC)CCNC tris[2-(methylamino)ethyl]amine